[Cl].C(=C)N1CN(C=C1)CCCC 1-vinyl-3-butyl-imidazole chlorine salt